C(#N)C[C@@H]1CC[C@H](CC1)NC(OC(C)(C)C)=O tert-butyl [trans-4-(cyanomethyl)cyclohexyl]carbamate